N[C@@H](COCCNC(C1=C(C=C(C=C1)NC=1C=2N(C=CN1)C(=CN2)C=2C(=NN(C2)CC#C)C(F)(F)F)CC)=O)C N-[2-[(2R)-2-aminopropoxy]ethyl]-2-ethyl-4-[[3-[1-prop-2-ynyl-3-(trifluoromethyl)pyrazol-4-yl]imidazo[1,2-a]pyrazin-8-yl]amino]benzamide